5,6-dihydroxy-2-(quinolin-8-ylmethylene)-2,3-dihydro-1H-indene-1-one OC=1C=C2CC(C(C2=CC1O)=O)=CC=1C=CC=C2C=CC=NC12